4-chloro-8-methyl-6-(morpholin-4-yl)-7H,8H-pyrido[2,3-d]Pyrimidin-7-one ClC=1C2=C(N=CN1)N(C(C(=C2)N2CCOCC2)=O)C